FC1=C(C=C(C=C1)N=C=S)C(F)(F)F 4-fluoro-3-(trifluoromethyl)phenyl isothiocyanate